ClC=1C(=CC=C2N=CC(=NC12)C=1C=NN(C1)CC1CCC(CC1)(F)F)OC=1C=CC2=C(N(C(=N2)C)COCC[Si](C)(C)C)C1F 8-Chloro-2-(1-((4,4-difluorocyclohexyl)methyl)-1H-pyrazol-4-yl)-7-((7-fluoro-2-methyl-1-((2-(trimethylsilyl)ethoxy)methyl)-1H-benzo[d]imidazol-6-yl)oxy)quinoxaline